5-chloro-3-cyclopropyl-1-(tetrahydro-2H-pyran-2-yl)-1H-pyrazolo[3,4-b]pyridine ClC=1C=C2C(=NC1)N(N=C2C2CC2)C2OCCCC2